C1(CC1)NC1=NC(=CC2=C1N(C=N2)C(C)C)C2=CC=C1C(=C2)N(C(C12CCN(CC2)C(CC2(CCNCC2)C)=O)=O)C2CC(C2)N2CCCCC2 6-[4-(CYCLOPROPYLAMINO)-3-ISOPROPYLIMIDAZO[4,5-C]PYRIDIN-6-YL]-1'-[2-(4-METHYLPIPERIDIN-4-YL)ACETYL]-1-[(1S,3S)-3-(PIPERIDIN-1-YL)CYCLOBUTYL]SPIRO[INDOLE-3,4'-PIPERIDIN]-2-ONE